1-(chloromethyl)-1H-benzobenzotriazol ClCN1N=NC2=C1C1=C(C=C2)C=CC=C1